COC1=CC=C(C=C1)C(OC[C@@H]1[C@@H]([C@H]([C@@H](O1)N1C(NC(C(=C1)C)=O)=O)OC)O)(C1=CC=CC=C1)C1=CC=C(C=C1)OC 1-((2R,3R,4S,5R)-5-((bis(4-methoxyphenyl)(phenyl)methoxy)methyl)-4-hydroxy-3-methoxytetrahydrofuran-2-yl)-5-methylpyrimidine-2,4(1H,3H)-dione